C(#N)C=1C=C2C(=NC1)N(N=C2)C2=CC(=C(C=N2)C(=O)NCC(COCCOCCNC(OC(C)(C)C)=O)F)NC2CC2 Tert-butyl N-[2-[2-[3-[[6-(5-cyanopyrazolo[3,4-b]pyridin-1-yl)-4-(cyclopropylamino)pyridine-3-carbonyl]amino]-2-fluoropropoxy]ethoxy]ethyl]carbamate